2,2'-methylenebis(4,6-di-tert-butylphenyl) octyl phosphite P1(OC2=C(C=C(C=C2C(C)(C)C)C(C)(C)C)CC2=C(C(=CC(=C2)C(C)(C)C)C(C)(C)C)O1)OCCCCCCCC